ClC=1C(=CC(=C(N)C1)F)COC=1C=NC(=CC1)F 5-chloro-2-fluoro-4-(((6-fluoropyridin-3-yl)oxy)methyl)aniline